OCC(=O)N1CCCC1 2-Hydroxy-1-(pyrrolidin-1-yl)ethan-1-one